N-(Cyclopropylmethoxy)-7-(methylamino)-5-((2-carbonyl-1-(1H-pyrrol-1-yl)-1,2-dihydropyridin-3-yl)amino)pyrazolo[1,5-a]pyrimidine-3-carboxamide C1(CC1)CONC(=O)C=1C=NN2C1N=C(C=C2NC)NC=2C(N(C=CC2)N2C=CC=C2)=C=O